C[C@@H]1CN(C[C@@H](N1)C)C1=NC2=CC=C(C=C2N=C1)C(F)(F)F 2-[(3R,5S)-3,5-dimethylpiperazin-1-yl]-6-(trifluoromethyl)quinoxaline